benzyl-diethyl-((2,6-xylylcarbamoyl)methyl)ammonium benzoate C(C1=CC=CC=C1)(=O)[O-].C(C1=CC=CC=C1)[N+](CC(NC1=C(C=CC=C1C)C)=O)(CC)CC